N[C@H](C(=O)O)CCC1CNC1 (S)-2-amino-4-(azetidin-3-yl)butanoic acid